[O-]F The molecule is a monovalent inorganic anion obtained by deprotonation of hypofluorous acid. It is a fluorine oxide, a fluorine oxoanion and a monovalent inorganic anion. It is a conjugate base of a hypofluorous acid.